C1(CC1)C=1C=C(C=C2C(=NC=NC12)N([C@@H](C)C1=NC=NN1C1=CC(=NC=N1)C(=O)N)C)C(F)F 6-[5-[(1S)-1-[[8-cyclopropyl-6-(difluoromethyl)quinazolin-4-yl]-methyl-amino]ethyl]-1,2,4-triazol-1-yl]pyrimidine-4-carboxamide